1,3-di-tert-butyl-1H-imidazole-3-ium tetrafluoroborate F[B-](F)(F)F.C(C)(C)(C)N1C=[N+](C=C1)C(C)(C)C